C(C)OC1=C(C=CC=C1)C1=NC2=CC=CC=C2C(N1)=O 2-(2-ethoxyphenyl)quinazolin-4(3H)-one